C(C)ON1NNC=C1 N-ethoxy-2H-triazole